FC=1C=C2C(=NC1C)N(C=C2C2=NC(=CC(=N2)NC2C(C1CCC2CC1)C(=O)OC)C1=CC=CC=C1)S(=O)(=O)C1=CC=C(C)C=C1 (+/-)-trans-methyl 3-((2-(5-fluoro-6-methyl-1-tosyl-1H-pyrrolo[2,3-b]pyridin-3-yl)-6-phenylpyrimidin-4-yl)amino)bicyclo[2.2.2]octane-2-carboxylate